FC(C)(F)C1=C(C=CC(=C1)F)C=1SC2=C(C1OC1=CC=C(C=C1)/C=C/C(=O)O)C=CC(=C2)O (2E)-3-[4-({2-[2-(1,1-difluoroethyl)-4-fluorophenyl]-6-hydroxy-1-benzothien-3-yl}oxy)phenyl]prop-2-enoic acid